2-(2-fluorophenyl) ethylene oxide FC1=C(C=CC=C1)C1CO1